FC=1C=C(C=CC1N1CCN(C2(CC2)C1)C)NC=O N-(3-fluoro-4-(4-methyl-4,7-diazaspiro[2.5]octan-7-yl)phenyl)formamide